C(=CC1=CC=CC=C1)OS(=O)(=O)C1=C(C=CC=C1S(=O)(=O)OC=CC1=CC=CC=C1)C1=CC=CC=C1.[Na] sodium distyrylbiphenyl-disulfonate